C(C)OC=C1N=C(OC1=O)C1=CC=CC=C1 4-ethoxymethylene-2-phenyl-2-oxazolin-5-one